(R)-N-[(3S)-1,3-dihydrospiro[indene-2,4'-piperidine]-3-yl]2-methylpropane-2-sulfinamide N1CCC2(CC1)CC1=CC=CC=C1[C@H]2N[S@](=O)C(C)(C)C